1,3,5-trilithiobenzene [Li]C1=CC(=CC(=C1)[Li])[Li]